1,2,6-trimethyl-4-oxo-5-propane-2-ylpyridine-3-carboxamide CN1C(=C(C(C(=C1C)C(C)C)=O)C(=O)N)C